2-(2-oxopiperidin-1-yl)benzoic acid O=C1N(CCCC1)C1=C(C(=O)O)C=CC=C1